3-(2-(1-((tert-butyldimethylsilyl)oxy)-2-methylpropyl)-4-iodo-1H-imidazol-1-yl)bicyclo[1.1.1]Pentane-1-amine [Si](C)(C)(C(C)(C)C)OC(C(C)C)C=1N(C=C(N1)I)C12CC(C1)(C2)N